O1C(CCC1)COC1=NC(=CC(=N1)N1CCOCCC1)N1N=C(C=C1)C=1C=C(C=CC1)C 4-(2-((tetrahydrofuran-2-yl)methoxy)-6-(3-(m-tolyl)-1H-pyrazol-1-yl)pyrimidin-4-yl)-1,4-oxazepane